5-bromo-2-methyl-5-nitro-1,3-dioxane BrC1(COC(OC1)C)[N+](=O)[O-]